BrC1=CC(=C2C(=NN(C2=C1)CC)N1C(C2=CC=CC=C2C1=O)=O)I 2-(6-bromo-1-ethyl-4-iodo-1H-indazol-3-yl)isoindoline-1,3-dione